ClC=1C(N(S(C1Cl)(=O)=O)CCOCCOCCOCCC(=O)O)=O 3-(2-(2-(2-(4,5-dichloro-1,1-dioxido-3-oxoisothiazol-2(3H)-yl)ethoxy)ethoxy)ethoxy)propanoic acid